Tert-butyl 1-(3-(3-methoxyphenyl)-1,2,4-oxadiazol-5-yl)piperidine-4-carboxylate COC=1C=C(C=CC1)C1=NOC(=N1)N1CCC(CC1)C(=O)OC(C)(C)C